C(C)OCOC=1C=C(C=C(C1[C@H]1[C@@H](CCC(=C1)C)C(=C)C)O)CCCCC (1'R,2'R)-6-(ethoxymethoxy)-5'-methyl-4-pentyl-2'-(prop-1-en-2-yl)-1',2',3',4'-tetrahydro-[1,1'-biphenyl]-2-ol